tert-butyl (S)-5-amino-4-(4-((4-formylbenzyl)oxy)-1-oxoisoindolin-2-yl)-5-oxopentanoate NC([C@H](CCC(=O)OC(C)(C)C)N1C(C2=CC=CC(=C2C1)OCC1=CC=C(C=C1)C=O)=O)=O